1,1-bis(2-hydroxy-3-methylphenyl)tridecane OC1=C(C=CC=C1C)C(CCCCCCCCCCCC)C1=C(C(=CC=C1)C)O